BrC1=CC=C(C=C1)C1C(C(CCC1)C(NC1=C(C=C(C=C1)C(F)(F)F)F)=O)C(=O)[O-] 2-(4-bromophenyl)-6-((2-fluoro-4-(trifluoromethyl)phenyl)carbamoyl)cyclohexane-1-carboxylate